tetrazinine tert-butyl-2-(1-((8-fluoro-2-methylimidazo[1,2-a]pyridin-6-yl)carbamoyl)-2,3-dihydro-1H-pyrrolo[2,3-b]pyridin-4-yl)-6-oxa-2,9-diazaspiro[4.5]decane-9-carboxylate C(C)(C)(C)OC(=O)N1CCOC2(CCN(C2)C2=C3C(=NC=C2)N(CC3)C(NC=3C=C(C=2N(C3)C=C(N2)C)F)=O)C1.N1=NN=NC=C1